O=C1NC(CC[C@@H]1C=1C=CC(=NC1)N1C[C@@H](N(CC1)C(=O)OC(C)(C)C)C)=O |&1:6| tert-butyl (2S)-4-{5-[(3RS)-2,6-dioxopiperidin-3-yl]pyridin-2-yl}-2-methylpiperazine-1-carboxylate